7-bromo-4-(1,1-difluoroethyl)-1-(4-methoxybenzyl)quinazolin-2(1H)-one BrC1=CC=C2C(=NC(N(C2=C1)CC1=CC=C(C=C1)OC)=O)C(C)(F)F